(3,3-dimethyltetrahydrofuran-2-yl)methanol CC1(C(OCC1)CO)C